CC(CC(CCON=[SiH2])=O)CC (5-methyl-3-heptanoneoximino)silane